N(CCC1=COC2=C1C=C(C=C2)CC(C(=O)O)C2CNCC2)(CCC2=COC1=C2C=C(C=C1)CC(C(=O)O)C1CNCC1)CCC1=COC2=C1C=C(C=C2)CC(C(=O)O)C2CNCC2 3,3',3''-((nitrilotris(ethane-2,1-diyl))tris(benzofuran-3,5-diyl))tris(2-(pyrrolidin-3-yl)propanoic acid)